N-(4-(4-oxo-4-((2-(piperidin-1-yl)ethyl)amino)butyl)-1-phenyl-1H-imidazol-2-yl)benzamide O=C(CCCC=1N=C(N(C1)C1=CC=CC=C1)NC(C1=CC=CC=C1)=O)NCCN1CCCCC1